C1(CCC1)C=1C=NN2C1N=C(N=C2NCC2=CC=C(C=C2)NC(CC)=O)NC2CCOCC2 N-(4-(((8-cyclobutyl-2-((tetrahydro-2H-pyran-4-yl)amino)pyrazolo[1,5-a][1,3,5]triazin-4-yl)amino)methyl)phenyl)propanamide